O1C(CCCC1)OCCCN1C=NC2=C1C=CC=C2 [3-(tetrahydropyran-2-yloxy)-propyl]-1H-benzoimidazole